O[C@]1(C(N(CC1)C)=O)C1=CC(=CC=C1)B1OC(C(O1)(C)C)(C)C (S)-3-Hydroxy-1-methyl-3-(3-(4,4,5,5-tetramethyl-1,3,2-dioxaborolan-2-yl)phenyl)pyrrolidin-2-one